2-(6-Formylpyridin-2-yl)-2-methylpropionic acid ethyl ester C(C)OC(C(C)(C)C1=NC(=CC=C1)C=O)=O